trans-N1-(5-(3-ethylimidazo[1,2-a]pyrimidin-6-yl)pyrrolo[2,1-f][1,2,4]triazin-2-yl)-N4-methylcyclohexane-1,4-diamine C(C)C1=CN=C2N1C=C(C=N2)C=2C=CN1N=C(N=CC12)N[C@@H]1CC[C@H](CC1)NC